ClC(CCC=C)(C)C 5-chloro-5-methyl-1-hexene